CC1=CC=2N(C=C1N)C(=NN2)N 7-methyl-[1,2,4]triazolo[4,3-a]pyridine-3,6-diamine